N2-ethyl-4-methyl-N5-((R)-2-methyl-3-oxo-3-(((S)-11-oxo-2,3,10,11-tetrahydro-1H,5H-benzo[d]pyrazolo[1,2-a][1,2]diazepin-10-yl)amino)propyl)thiazole-2,5-dicarboxamide C(C)NC(=O)C=1SC(=C(N1)C)C(=O)NC[C@H](C(N[C@H]1C2=C(CN3N(C1=O)CCC3)C=CC=C2)=O)C